4-(methoxyethylamino)pent-3-en COCCNC(=CCC)C